C1CNC2=CC(=C(C=C21)O)O DIHYDROXYINDOLINE